5-{trans-2,2-dimethyl-3-[4-(methylsulfonyl)phenyl]cyclopropyl}-3-phenyl-1,2,4-oxadiazole CC1([C@H]([C@@H]1C1=CC=C(C=C1)S(=O)(=O)C)C1=NC(=NO1)C1=CC=CC=C1)C